C1(CC1)CO[C@H]1C[C@@H](N(CC1)CC1=C2C=CNC2=C(C=C1OC)C)C1=CC=C(C=2CCCCC12)C(=O)O 4-((2r,4r)-4-(cyclopropylmethoxy)-1-((5-methoxy-7-methyl-1H-indol-4-yl)methyl)piperidin-2-yl)-5,6,7,8-tetrahydronaphthalene-1-carboxylic acid